4-hydrazineylbenzonitrile N(N)C1=CC=C(C#N)C=C1